FC1=C(C=C(C=C1)CNC(=O)C=1C=C(C=NC1OC)C1=CC=C2C(=NNC2=C1)C(=O)NC)C(F)(F)F 6-[5-({[4-fluoro-3-(trifluoro-methyl)phenyl]methyl}carbamoyl)-6-methoxypyridin-3-yl]-N-methyl-1H-indazole-3-carboxamide